C(C)[C@@H]1CN(C[C@@H]1C1=CN=C2N1C1=C(N=C2)N(C=C1)C([C@H](C)C1=CC=C(C=C1)CC(C)C)=O)C(=O)NCC(F)(F)F (3S,4R)-3-ethyl-4-(3-((R)-2-(4-isobutylphenyl)propanoyl)-3H-imidazo[1,2-a]pyrrolo[2,3-e]pyrazin-8-yl)-N-(2,2,2-trifluoroethyl)pyrrolidine-1-carboxamide